6,6,9-trimethyl-3-pentyl-6H-benzo[c]chromen-1-ol CC1(OC=2C=C(C=C(C2C2=C1C=CC(=C2)C)O)CCCCC)C